FC(C(=O)N(C(CCCCCCCCC(=O)OCC(CCCCCC)CCCC)CCCCCCCCC(=O)OCC(CCCCCC)CCCC)CC1CCN(CC1)C)(CCCCCCC)F bis(2-butyloctyl) 10-[2,2-difluorononanoyl-[(1-methyl-4-piperidyl)methyl]amino]nonadecanedioate